9-[(2R,4S,5R)-4-Hydroxy-5-(hydroxymethyl)tetrahydrofur-2-yl]-2-[2-(glycylamino)acetylamino]-1,9-dihydropurin-6-one O[C@H]1C[C@@H](O[C@@H]1CO)N1C=2N=C(NC(C2N=C1)=O)NC(CNC(CN)=O)=O